FC=1C=C(C=CC1)C1=CC(=CC=C1)C[C@@H]1N(CC[C@@H]1NS(=O)(=O)C)C(=O)C1(CCC1)F N-((2S,3S)-2-((3'-fluorobiphenyl-3-yl)methyl)-1-((1-fluorocyclobutyl)carbonyl)pyrrolidin-3-yl)methanesulfonamide